(5S)-8-chloro-N-(prop-2-yl)-1-[trans-4-(pyridin-2-yloxy)cyclohexyl]-5,6-dihydro-4H-[1,2,4]triazolo[4,3-a][1]benzazepin-5-amine ClC=1C=CC2=C(C[C@@H](CC=3N2C(=NN3)[C@@H]3CC[C@H](CC3)OC3=NC=CC=C3)NC(C)C)C1